FC(OC1=NC(=CC=C1NC(=O)C1(CCN(CC1)C(=O)OCC(=O)O)C1=C(C=CC=C1)C(C)C)C)F 2-((4-((2-(difluoromethoxy)-6-methylpyridin-3-yl)carbamoyl)-4-(2-isopropylphenyl)piperidine-1-carbonyl)oxy)acetic acid